thio-arsenate [As]([O-])([O-])([O-])=S